methyl 1-(3-chloro-5-(1-(quinolin-5-yl)-5-(trifluoromethyl)-1H-pyrazole-4-carboxamido) pyridin-2-yl)-1H-1,2,3-triazole-4-carboxylate ClC=1C(=NC=C(C1)NC(=O)C=1C=NN(C1C(F)(F)F)C1=C2C=CC=NC2=CC=C1)N1N=NC(=C1)C(=O)OC